ClC=1C=CC=C2C=CC(=NC12)NC1=C(C=C(C=C1)OCC)C 8-chloro-N-(4-ethoxy-2-methylphenyl)quinolin-2-amine